C(#N)C(CN1C(CCCC1)=O)NC(C(CC1CC1)NC(=O)C=1NC2=CC=CC=C2C1)=O N-[2-[[1-cyano-2-(2-oxo-1-piperidyl)ethyl]amino]-1-(cyclopropylmethyl)-2-oxo-ethyl]-1H-indole-2-carboxamide